CC12CCC(CC1)CC2 1-methylbicyclo[2.2.2]octane